tert-butyl (6-(4-(2,3-dichloro-6-((2-(trimethylsilyl)ethoxy)methoxy)phenyl)-2-oxopyrrolidin-1-yl)spiro[3.3]hept-2-yl)carbamate ClC1=C(C(=CC=C1Cl)OCOCC[Si](C)(C)C)C1CC(N(C1)C1CC2(CC(C2)NC(OC(C)(C)C)=O)C1)=O